6'-(((1S,3S)-3-(pyrrolo[2,1-f][1,2,4]triazin-2-ylamino)cyclopentyl)amino)-2H-[1,3'-bipyridinyl]-2-one N=1N2C(C=NC1N[C@@H]1C[C@H](CC1)NC1=CC=C(C=N1)N1C(C=CC=C1)=O)=CC=C2